FC1=C(C=CC(=C1)C)S(=O)(=O)Cl 2-Fluoro-4-methylbenzenesulfonyl chloride